(S)-(1-amino-3-(4-bromo-2-fluorophenyl)-1-oxopropan-2-yl)carbamic acid tert-butyl ester C(C)(C)(C)OC(N[C@H](C(=O)N)CC1=C(C=C(C=C1)Br)F)=O